tert-Butyl 4-(5-bromoquinolin-2-yl)piperazine-1-carboxylate BrC1=C2C=CC(=NC2=CC=C1)N1CCN(CC1)C(=O)OC(C)(C)C